FC(COC(C(=O)OC)C(=O)OC)(F)F Dimethyl 2-(2,2,2-trifluoroethoxy)malonate